2-methyl-3-(1-oxo-2,3-dihydro-1H-inden-5-yl)-2H-pyrazolo[4,3-d]pyrimidin-7(6H)-one CN1N=C2C(N=CNC2=O)=C1C=1C=C2CCC(C2=CC1)=O